The molecule is an organic polycyclic compound that is a cytotoxic fungal pigment isolated from the fruiting bodies of the ascomycete Shiraia bambusicola. It has a role as a metabolite and an antineoplastic agent. It is an organic polycyclic compound, a polyphenol, an aromatic ether, a methyl ketone, a hydroxy-1,4-naphthoquinone and a tertiary alcohol. CC(=O)[C@@H]1C2=C(C3=C(C[C@]1(C)O)C(=C(C4=C3C(=O)C(=CC4=O)OC)O)OC)C5=C(C(=O)C=C(C5=O)OC)C(=C2OC)O